ClC=1C=CC2=C(CCC=3C(=NC=CC3)C2=C2CCN(CC2)CC(CN2C(C3CCCCC3C2=O)=O)O)C1 2-(3-(4-(8-chloro-5,6-dihydro-11H-benzo[5,6]cyclohepta[1,2-b]pyridin-11-ylidene)piperidin-1-yl)-2-hydroxypropyl)hexahydro-1H-isoindole-1,3(2H)-dione